2-((2-((4-(4-(((2-(2,6-dioxopiperidin-3-yl)-7-fluoro-1-oxoisoindoline-5-yl)methyl)amino)piperidin-1-yl)-2-methoxyphenyl)amino)-5-(trifluoromethyl)pyridin-4-yl)amino)-N-methylbenzamide O=C1NC(CCC1N1C(C2=C(C=C(C=C2C1)CNC1CCN(CC1)C1=CC(=C(C=C1)NC1=NC=C(C(=C1)NC1=C(C(=O)NC)C=CC=C1)C(F)(F)F)OC)F)=O)=O